1-(pyrrolidine-1-sulfonyl)piperidin-3-one N1(CCCC1)S(=O)(=O)N1CC(CCC1)=O